N-[2-(2,5-dichloro-1,3-thiazol-4-yl)ethyl]acetamide cytidine-5'-monophosphate P(=O)(O)(O)OC[C@@H]1[C@H]([C@H]([C@@H](O1)N1C(=O)N=C(N)C=C1)O)O.ClC=1SC(=C(N1)CCNC(C)=O)Cl